[C@H]12COC[C@@H]2C1NC1=NN2C(C(=N1)OC)=C(C=C2)C=2C=CC=1N(C2)C=CN1 N-((1R,5S,6s)-3-oxabicyclo[3.1.0]hexan-6-yl)-5-(imidazo[1,2-a]pyridin-6-yl)-4-methoxypyrrolo[2,1-f][1,2,4]triazin-2-amine